2-methyl-4-((1S,2S)-2-(4,4,5,5-tetramethyl-1,3,2-dioxaborolan-2-yl)cyclopropyl)thiazole CC=1SC=C(N1)[C@@H]1[C@H](C1)B1OC(C(O1)(C)C)(C)C